2-((3-bromo-2-chlorophenyl)carbamoyl)-1,6-dimethyl-1,4,6,7-tetrahydro-5H-imidazo[4,5-c]Pyridine-5-carboxylic acid tert-butyl ester C(C)(C)(C)OC(=O)N1CC2=C(CC1C)N(C(=N2)C(NC2=C(C(=CC=C2)Br)Cl)=O)C